1-(5-aminopyridin-2-yl)-N-(2-(2,2,2-trifluoroacetylamino)ethyl)piperidine-4-carboxamide NC=1C=CC(=NC1)N1CCC(CC1)C(=O)NCCNC(C(F)(F)F)=O